ClC1=C(C=CC=C1C1=CC=C(C(=N1)OC)CN[C@@H](CO)C(=O)OC)C1=C(C(=CC=C1)NC(=O)C=1N(C2=C(CN(CC2)C)N1)C)Cl methyl ((6-(2,2'-dichloro-3'-(1,5-dimethyl-4,5,6,7-tetrahydro-1H-imidazo[4,5-c]pyridine-2-carboxamido)-[1,1'-biphenyl]-3-yl)-2-methoxypyridin-3-yl)methyl)-L-serinate